1-[rac-(5s,7s)-7-fluoro-5-phenyl-6,7-dihydro-5H-pyrrolo[1,2-b][1,2,4]triazol-2-yl]-2-(trifluoromethoxy)ethanone F[C@H]1C[C@H](N2N=C(N=C21)C(COC(F)(F)F)=O)C2=CC=CC=C2 |r|